(R)-(4-((1-(5-amino-2-methyl-3-(trifluoromethyl)phenyl)ethyl)amino)-6-methoxy-2-methylquinazolin-7-yl)(morpholino)methanone NC=1C=C(C(=C(C1)[C@@H](C)NC1=NC(=NC2=CC(=C(C=C12)OC)C(=O)N1CCOCC1)C)C)C(F)(F)F